FC(CNC(=O)C1CNCC1)F N-(2,2-difluoroethyl)pyrrolidine-3-carboxamide